1,3-dimethoxy-5-methylphenanthridine COC1=CC(=CC=2N(CC3=CC=CC=C3C12)C)OC